C(C1=CC=CC=C1)OC([C@@H](NC(=O)OC(C)(C)C)CCC(=O)O)=O N-Boc-L-glutamic acid benzyl ester